isopropyl (R)-2-(5-(1-((tert-butylsulfinyl) imino) ethyl)-2-fluorophenyl)-2,2-difluoroacetate C(C)(C)(C)[S@@](=O)N=C(C)C=1C=CC(=C(C1)C(C(=O)OC(C)C)(F)F)F